BrC=1C=C(C=CC1F)[C@@H](CO)N1C(C=C(C=C1)C=1C=C2C(=NNC2=CC1)C1=CC(=NC=C1)C)=O (S)-1-(1-(3-bromo-4-fluorophenyl)-2-hydroxyethyl)-4-(3-(2-methylpyridin-4-yl)-1H-indazol-5-yl)pyridin-2(1H)-one